(R)-N1-(4-amino-1H-pyrazolo[4,3-c]pyridin-7-yl)-N2-(1-(4-fluorophenyl)ethyl)-N2-methyloxalamide NC1=NC=C(C2=C1C=NN2)NC(C(=O)N(C)[C@H](C)C2=CC=C(C=C2)F)=O